Fluorenylamin C1(=CC=CC=2C3=CC=CC=C3CC12)N